1-(3-dimethylaminopropyl)-3-ethyl-carbodiimide methyl iodide salt CI.CN(CCCN=C=NCC)C